2-(5-fluoro-4-methyl-2-oxopyridin-1(2H)-yl)-4-methylpentanoic acid FC=1C(=CC(N(C1)C(C(=O)O)CC(C)C)=O)C